O=C1N(C=2C(=NC=C(C2)N2C[C@@H](OCC2)COC2OCCCC2)N1)C1CCN(CC1)C(=O)OC(C)(C)C tert-butyl 4-[2-oxo-6-[(2R)-2-(tetrahydropyran-2-yloxymethyl)morpholin-4-yl]-3H-imidazo[4,5-b]pyridin-1-yl]piperidine-1-carboxylate